C1(CC1)CN1C(=CC2=CC=CC(=C12)C1CN(C1)C(=O)C1CCC(CC1)O)C1=NN2C(C=CC(=C2)C(=O)O)=C1C 2-(1-(Cyclopropylmethyl)-7-(1-((1r,4r)-4-hydroxycyclohexane-1-carbonyl)azetidin-3-yl)-1H-indol-2-yl)-3-methylpyrazolo[1,5-a]pyridine-6-carboxylic acid